C(C)OC1=NC=CC=C1CNC1=NC(=NC=C1C(=O)N)NC=1C=NN(C1)C 4-[[(2-ethoxypyridin-3-yl)methyl]amino]-2-[(1-methyl-1H-pyrazol-4-yl)amino]pyrimidin-5-carboxamide